CC1=CC=C(C=C1)S(=O)(=O)OCCCN(CC1=NNC=C1)C(=O)OC(C)(C)C 3-[tert-butoxycarbonyl(1H-pyrazol-3-ylmethyl)amino]propyl 4-methylbenzenesulfonate